6-(pyridin-2-ylamino)-4-(2-(trifluoromethyl)pyrimidin-5-yl)nicotinaldehyde N1=C(C=CC=C1)NC1=NC=C(C=O)C(=C1)C=1C=NC(=NC1)C(F)(F)F